FC1=C(C=CC(=N1)[C@H](CN1C[C@H]2[C@@H](C1)CC(C2)OC2=CC=CC=C2)O)O (3as,5S,6ar)-2-((S)-2-(6-fluoro-5-hydroxypyridin-2-yl)-2-hydroxyethyl)-5-phenoxyhexahydrocyclopenta[c]pyrrol